BrC=1C(=C(C=CC1)C=1N(C(C(=C(N1)C(=O)NC=1C=NOC1)O)=O)C)OCCO[Si](C)(C)C(C)(C)C 2-(3-bromo-2-(2-((tert-butyldimethylsilyl)oxy)ethoxy)phenyl)-5-hydroxy-N-(isoxazol-4-yl)-1-methyl-6-oxo-1,6-dihydropyrimidine-4-carboxamide